C1(CCCCC1)C=1C=C(C=C(C1)C1=NN=NN1)NC=1C(C(C1O)=O)=O 3-((3-cyclohexyl-5-(1H-tetrazol-5-yl)phenyl)amino)-4-hydroxycyclobut-3-ene-1,2-dione